(3R)-3-amino-5-[[4-(3-methoxyphenyl)phenyl]methyl]-7-[5-(1-methyl-1-methylsulfonyl-ethyl)-1,3,4-oxadiazol-2-yl]-1,1-dioxo-2,3-dihydro-1λ6,5-benzothiazepine-4-One N[C@H]1CS(C2=C(N(C1=O)CC1=CC=C(C=C1)C1=CC(=CC=C1)OC)C=C(C=C2)C=2OC(=NN2)C(C)(S(=O)(=O)C)C)(=O)=O